N-({(3R,4S) or (3S,4R)-4-methyl-2-[6-methyl-3-(2H-1,2,3-triazol-2-yl)pyridine-2-carbonyl]-2-azabicyclo[3.1.1]heptan-3-yl}methyl)-[1,3]thiazolo[5,4-b]pyridin-2-amine C[C@@H]1[C@@H](N(C2CC1C2)C(=O)C2=NC(=CC=C2N2N=CC=N2)C)CNC=2SC1=NC=CC=C1N2 |o1:1,2|